CC1=NN=C(O1)NC1=CC=C(C(=O)O)C=C1 4-(5-methyl-[1,3,4]oxadiazol-2-ylamino)-benzoic acid